ClC1=NC2=CC(=CC=C2C=C1)CN(C(CCC1=CC=NC=C1)=O)C=1C=NN(C1)C 4-{N-[(2-chloroquinolin-7-yl)methyl]-3-(pyridin-4-yl)propanamido}-1-methyl-1H-pyrazole